5-(3-ethoxypyridazin-4-yl)-1-isopropyl-3-methyl-N-[(5-methyl-1H-pyrazol-3-yl)methyl]pyrazolo[4,3-b]pyridin-7-amine C(C)OC=1N=NC=CC1C1=CC(=C2C(=N1)C(=NN2C(C)C)C)NCC2=NNC(=C2)C